Cl.NC1=CC=C2C(=N1)CCC2NC([C@H](C)NC(=O)[C@@H]2NCC[C@@H](C2)C2=C(C=CC=C2)F)=O (2R,4S)-N-((2S)-1-((2-amino-6,7-dihydro-5H-cyclopenta[b]pyridin-5-yl)amino)-1-oxopropan-2-yl)-4-(2-fluorophenyl)piperidine-2-carboxamide hydrochloride salt